ClC=1C=CC2=C(CC3(CC=4N2C(=NN4)N4CCC(CC4)OC4=NC=CC=C4)OCCO3)C1 8'-Chloro-1'-[4-(pyridin-2-yloxy)piperidin-1-yl]-4'H,6'H-spiro[1,3-dioxolan-2,5'-[1,2,4]triazolo[4,3-a][1]benzazepin]